NC(CCNC(C1=CC(=CC=C1)C=1C2=C(N=C(N1)N1[C@H](CC1)C)CCC2)=O)=O N-(3-amino-3-oxo-propyl)-3-[2-[(2S)-2-methylazetidin-1-yl]-6,7-dihydro-5H-cyclopenta[d]pyrimidin-4-yl]benzamide